CC=1NC=CN1.CN(CCCN)C 3-dimethylaminopropylamine-2-methylimidazole salt